3,5,7-trihydroxy-2'-methoxyflavone OC1=C(OC2=CC(=CC(=C2C1=O)O)O)C1=C(C=CC=C1)OC